CP(O)(O)=O.CN1CN(C=C1)C 1,3-dimethylimidazole methylphosphonate